ClC1=C(C(=O)N[C@H](C(=O)N\N=C\[C@]2([C@@H](N3C(C[C@H]3S2(=O)=O)=O)C(=O)O)C)C)C=CC(=C1O)O (2S,3R,5R)-3-((E)-(2-((S)-2-(2-chloro-3,4-dihydroxybenzamido)propanoyl)hydrazono)methyl)-3-methyl-7-oxo-4-thia-1-azabicyclo[3.2.0]heptane-2-carboxylic acid 4,4-dioxide